3-[6-amino-1-[[4-amino-3-(trifluoromethyl)phenyl]methyl]pyrazolo[3,4-d]pyrimidine-4-yl]-2-fluoro-benzonitrile NC1=NC(=C2C(=N1)N(N=C2)CC2=CC(=C(C=C2)N)C(F)(F)F)C=2C(=C(C#N)C=CC2)F